NC=1N2C(C=3N(C(N(C3N1)CCN1CCN(CC1)C1=CC=C(C=C1)OC)=O)C)=NC(=N2)C#CC 5-Amino-3-{2-[4-(4-methoxy-phenyl)-piperazin-1-yl]-ethyl}-1-methyl-8-prop-1-ynyl-1,3-dihydro-[1,2,4]triazolo[5,1-i]purin-2-one